C(C)(C)(C)OC(NC[C@H](NS(=O)(=O)C)C=1C(=C2COC(C2=CC1)=O)C)=O (R)-(2-(4-methyl-1-oxo-1,3-dihydroisobenzofuran-5-yl)-2-(N-methyl-sulfonylamino)ethyl)carbamic acid tert-butyl ester